O=C1N(C=NC2=CC(=CC=C12)S(=O)(=O)N1CCC(CC1)C1=CC=C(C=C1)OCCOCCOCCOCCOS(=O)(=O)C1=CC=C(C)C=C1)CC(=O)OC(C)(C)C tert-butyl 2-(4-oxo-7-((4-(4-(2-(2-(2-(2-(tosyloxy)ethoxy)ethoxy)ethoxy)ethoxy)phenyl)piperidin-1-yl)sulfonyl)quinazolin-3(4H)-yl)acetate